C(C)(C)NCC(COC1=CC=C(C2=CC=CC=C12)Br)O 1-isopropylamino-3-(4-bromo-1-naphthoxy)-2-propanol